NC1=CC(=C(C=C1)C1=CN(C=2N=CN=C(C21)N)C)OC 5-(4-amino-2-methoxyphenyl)-7-methyl-7H-pyrrolo[2,3-d]pyrimidin-4-amine